3-(benzyloxy)-3-(prop-1-en-2-yl)tetrahydro-2H-pyran-4-yl benzoate C(C1=CC=CC=C1)(=O)OC1C(COCC1)(C(=C)C)OCC1=CC=CC=C1